FC1=CC(=C(C=C1)C(/C=C(/C=O)\C)CC=C(C)C)C (E)-4-(4-fluoro-2-methylphenyl)-2,7-dimethyloct-2,6-dienal